C(C=C)(=O)N1CC(C1)OCCCN1C2=C(N(C([C@H](CC1)NC1=C(C#N)C(=CC(=N1)C)C(F)(F)F)=O)C)C=CC=C2 (S)-2-((6-(3-((1-Acryloylazetidin-3-yl)oxy)propyl)-1-methyl-2-oxo-1,2,3,4,5,6-hexahydrobenzo[b][1,4]diazocin-3-yl)amino)-6-methyl-4-(trifluoromethyl)nicotinonitril